(4-((3-cyano-6-(1-methyl-1H-pyrazol-4-yl)pyrazolo[1,5-a]pyridin-4-yl)ethynyl)-2-(dimethylamino)phenyl)acrylamide C(#N)C=1C=NN2C1C(=CC(=C2)C=2C=NN(C2)C)C#CC2=CC(=C(C=C2)C(C(=O)N)=C)N(C)C